NC1=NC2=C3C(=CC=C2C(=N1)N)N(C=C3)CC3=CC=C(C=C3)C3=CC=C(C=C3)C(=O)OC methyl 4'-((2,4-diamino-7H-pyrrolo[2,3-h]quinazolin-7-yl)methyl)-[1,1'-biphenyl]-4-carboxylate